5-((4-ethynylbenzyl)oxy)-1,3,4-thiadiazol-2-amine C(#C)C1=CC=C(COC2=NN=C(S2)N)C=C1